OC1=C(C=CC=C1)C=CC(=O)N 3-(2-hydroxyphenyl)acrylamide